2-allyl-1-[2-(1-methyl-4-piperidylamino)-4-pyrimidinyl]-6-[p-(2,2,2-trifluoroethoxy)phenylamino]-1,2-dihydro-3H-1,2,5,7-tetraazainden-3-one C(C=C)N1N(C2=NC(=NC=C2C1=O)NC1=CC=C(C=C1)OCC(F)(F)F)C1=NC(=NC=C1)NC1CCN(CC1)C